6-((4-(3-(azetidin-1-ylmethyl)phenyl)-1H-1,2,3-triazol-1-yl)methyl)pyridin N1(CCC1)CC=1C=C(C=CC1)C=1N=NN(C1)CC1=CC=CC=N1